hexahydrobenzo[d][1,3]dioxolan-2-one O1C(OC2C1CCCC2)=O